C(CCCCCCC\C=C/CCCCCCCC)/C(=C(/C(=O)[O-])\CCCCCCCC\C=C/CCCCCCCC)/C(=O)[O-].C(CCC)[Sn+2]CCCC dibutyltin dioleyl-maleate